OC1=C(C=NC=2CN(CCC12)C)C(=O)OC Methyl 4-hydroxy-7-methyl-6,8-dihydro-5H-1,7-naphthyridine-3-carboxylate